NC1=NNC(=N1)C(=O)O 3-amino-1,2,4-triazole-5-carboxylic acid